(3S)-3-[4-(4-oxocyclohexyl)indolin-1-yl]piperidine-2,6-dione O=C1CCC(CC1)C1=C2CCN(C2=CC=C1)[C@@H]1C(NC(CC1)=O)=O